C1(CCC1)CNC1=NC=NN2C1=C(C=C2)C=2C=C1C(=NC2)N=C(N1C1CC1)C N-cyclobutylmethyl-5-(1-cyclopropyl-2-methyl-1H-imidazo[4,5-b]pyridin-6-yl)pyrrolo[2,1-f][1,2,4]triazin-4-amine